6-bromo-1,1-difluorohexane BrCCCCCC(F)F